2-ethoxyethyl 2,4-dimethylpentanoate CC(C(=O)OCCOCC)CC(C)C